((1-(4-fluorophenyl)-2-(trifluoromethoxy)vinyl)oxy)triisopropylsilane FC1=CC=C(C=C1)C(=COC(F)(F)F)O[Si](C(C)C)(C(C)C)C(C)C